4-(((R)-1-(3-(difluoromethyl)-2-fluorophenyl)ethyl)amino)-2-methyl-6-((R)-3-(trifluoromethyl)pyrrolidin-3-yl)-2,6-dihydropyrido[3,4-d]pyridazine-1,7-dione FC(C=1C(=C(C=CC1)[C@@H](C)NC1=NN(C(C=2C1=CN(C(C2)=O)[C@]2(CNCC2)C(F)(F)F)=O)C)F)F